NC1=NC(=C(C=2N1C(NN2)=O)Br)C2=CC=CC=C2 5-amino-8-bromo-7-phenyl-[1,2,4]Triazolo[4,3-c]Pyrimidin-3(2H)-one